2-(4-methoxyphenyl)isoindol-1-one COC1=CC=C(C=C1)N1C(C2=CC=CC=C2C1)=O